mercaptoundecene SC=CCCCCCCCCC